NC1=NN2C(N=CC=C2)=C1C(=O)N[C@@H](C)C=1N(C(C2=C(C=CC=C2C1)C#CC1=CC(=C(C=C1)CO)F)=O)C1=CC=CC=C1 (S)-2-amino-N-(1-(8-((3-fluoro-4-(hydroxymethyl)phenyl)ethynyl)-1-oxo-2-phenyl-1,2-dihydroisoquinolin-3-yl)ethyl)pyrazolo[1,5-a]pyrimidine-3-carboxamide